N-Acryloylimidazol C(C=C)(=O)N1C=NC=C1